6-Bromoisoquinolin-4-ol BrC=1C=C2C(=CN=CC2=CC1)O